CN(C)CC=1C=2C=C3C(=NC2C=CC1OC(=O)N1CCNCC1)C1=CC2=C(C(N1C3)=O)COC([C@]2(O)CC)=O (S)-10-((dimethylamino)methyl)-4-ethyl-4-hydroxy-3,14-dioxo-3,4,12,14-tetrahydro-1H-pyrano[3',4':6,7]indolizino[1,2-b]quinolin-9-ylpiperazine-1-carboxylate